aluminum diisopropoxy(methyl acetate) C(C)(C)OC(C(=O)[O-])(C)OC(C)C.[Al+3].C(C)(C)OC(C(=O)[O-])(OC(C)C)C.C(C)(C)OC(C(=O)[O-])(OC(C)C)C